C(C)OC(=O)C=1N=NN(C1)CC=1C=C2CCN(CC2=CC1)C(=O)OC(C)(C)C tert-Butyl 6-((4-(ethoxycarbonyl)-1H-1,2,3-triazol-1-yl)methyl)-3,4-dihydroisoquinoline-2(1H)-carboxylate